FC1=C(C=C(C(=C1)OC)[N+](=O)[O-])COC1=CC(=CC=C1)F 1-Fluoro-2-((3-fluorophenoxy)methyl)-5-methoxy-4-nitrobenzene